methyl 2-(3-(bromomethyl)-5-fluorophenyl)acetate BrCC=1C=C(C=C(C1)F)CC(=O)OC